diethylt-butylsilyl fluoride C(C)[Si](C(C)(C)C)(CC)F